4-bromo-2-(methylsulfonyl)benzoic acid methyl ester COC(C1=C(C=C(C=C1)Br)S(=O)(=O)C)=O